C1(=CC=CC2=CC=CC=C12)CC=1C(=C2N(C(C1)=O)C(CS2(=O)=O)C(=O)O)C2=CC(=CC=C2)C(F)(F)F 7-(naphthalen-1-ylmethyl)-5-oxo-8-(3-(trifluoromethyl)phenyl)-2,3-dihydro-5H-thiazolo[3,2-a]pyridine-3-carboxylic acid 1,1-dioxide